(1S,2S,3R,5S)-3-(7-{[(1R,2S)-2-(3,4-Difluorophenyl)cyclopropyl]amino}-5-(propylsulfanyl)-3H-[1,2,3]triazolo[4,5-d]pyrimidine-3-yl)-5-(2-hydroxyethoxy)cyclopentane-1,2-diol FC=1C=C(C=CC1F)[C@H]1[C@@H](C1)NC=1C2=C(N=C(N1)SCCC)N(N=N2)[C@H]2[C@@H]([C@@H]([C@H](C2)OCCO)O)O